N-phenyl-N'-(p-toluenesulfonyl)-p-phenylenediamine C1(=CC=CC=C1)NC1=CC=C(C=C1)NS(=O)(=O)C1=CC=C(C)C=C1